2-butylhexadecanol C(CCC)C(CO)CCCCCCCCCCCCCC